N-[1-[(6-chloroimidazo[1,2-a]pyridin-2-yl)methyl]-5-methyl-1H-pyrazol-3-yl]-3-pyridinecarboxamide ClC=1C=CC=2N(C1)C=C(N2)CN2N=C(C=C2C)NC(=O)C=2C=NC=CC2